methyl-(trimethylsilylmethyl)dimethoxysilane C[Si](OC)(OC)C[Si](C)(C)C